di(4-hydroxy-3-methylphenyl)acrylonitrile OC1=C(C=C(C=C1)C(=CC#N)C1=CC(=C(C=C1)O)C)C